ClC=1C(=NC(=NC1)NC)C1=CC=C2CN(C(C2=C1)=O)CC(=O)N[C@H](CO)C1=CC(=CC(=C1)C)F 2-{6-[5-chloro-2-(methylamino)pyrimidin-4-yl]-1-oxo-2,3-dihydro-1H-isoindol-2-yl}-N-[(1S)-1-(3-fluoro-5-methylphenyl)-2-hydroxyethyl]acetamide